6-fluoro-5-hydroxy-2-methyl-1-(1-propyl-1H-pyrazol-4-yl)-1H-indole-3-carboxylic acid ethyl ester C(C)OC(=O)C1=C(N(C2=CC(=C(C=C12)O)F)C=1C=NN(C1)CCC)C